C(C)(C)(C)OC([C@@H](NC([C@@H](NC(CNC(CN(C)C)=O)=O)CC1=CC=CC=C1)=O)CCC(C=[N+]=[N-])=O)=O.CN(C)C=NN=CN(C)C 1,2-bis[(dimethylamino)methylene]hydrazine tert-Butyl-(9S,12S)-9-benzyl-12-(4-diazo-3-oxobutyl)-2-methyl-4,7,10-trioxo-2,5,8,11-tetraazatridecan-13-oate